BrC1=CC=C(C=C1)C1=CC=C(N1C1=C(C=CC=C1)C(F)(F)F)C1=CC=C(C=C1)S(=O)(=O)NCCN(C)C 4-[5-(4-bromophenyl)-1-[2-(trifluoromethyl)phenyl]pyrrol-2-yl]-N-[2-(dimethylamino)ethyl]-benzenesulfonamide